methyl 2-chloro-6-(chlorosulfonyl)-3-fluorobenzoate ClC1=C(C(=O)OC)C(=CC=C1F)S(=O)(=O)Cl